C(#N)C=1C(=CC(=NC1)NC(=O)N1CCCC2=CC(=C(N=C12)C=O)CN(C(=O)[C@@H]1OCCC1)C)N1C[C@H](CC1)N(C)C N-(5-Cyano-4-((S)-3-(dimethylamino)pyrrolidin-1-yl)pyridin-2-yl)-7-formyl-6-(((R)-N-methyltetrahydrofuran-2-carboxamido)methyl)-3,4-dihydro-1,8-naphthyridin-1(2H)-carboxamide